2-[(14-bromo-tetradecyl)oxy]tetrahydro-2H-pyran methyl-4-(5-bromo-2H-indazol-2-yl)-3-cyanobenzoate COC(C1=CC(=C(C=C1)N1N=C2C=CC(=CC2=C1)Br)C#N)=O.BrCCCCCCCCCCCCCCOC1OCCCC1